BrC1=CC=C(C2=C1OC(O2)(F)F)C(=O)O 7-bromo-2,2-difluoro-1,3-benzodioxole-4-carboxylic acid